(S)-1-chloro-3-(4-(2-(4-((R)-2-hydroxy-3-morpholinopropoxy)phenyl)propan-2-yl)-2-iodophenoxy)propan-2-ol ClC[C@H](COC1=C(C=C(C=C1)C(C)(C)C1=CC=C(C=C1)OC[C@@H](CN1CCOCC1)O)I)O